Cl.CC1(CCC(CC1)N(C(C(C)(C)C)=O)[C@H]1C[C@H](NC1)C(=O)OC)C Methyl (2S,4S)-4-(N-(4,4-dimethylcyclohexyl)pivalamido)pyrrolidine-2-carboxylate hydrochloride